C(C)(C)(C)C1(CC(=C(C=C1O)C)C(CCC)C=1C(=CC(=CC1)O)C)C(C)(C)C 6,6-di-tert-butyl-4,4'-butylidene-di-m-cresol